[6-(3-aminopentyl)-7H-pyrrolo[2,3-d]pyrimidin-4-yl]oxyphenol NC(CCC1=CC2=C(N=CN=C2OC2=C(C=CC=C2)O)N1)CC